NCC[N+](CCCS(=O)(=O)[O-])(C)C 3-((2-aminoethyl)-dimethylammonio)propane-1-sulfonate